C(#N)C1=C(OC2=C(OCC(=O)OCC3CC3)C=CC=C2)C=C(C(=C1)F)N1C(N(C(=CC1=O)C(F)(F)F)C)=O cyclopropylmethyl (2-{2-cyano-4-fluoro-5-[3-methyl-2,6-dioxo-4-(trifluoromethyl)-3,6-dihydropyrimidin-1(2H)-yl]phenoxy}phenoxy)acetate